4-{6-[2-(7-Chloro-2,5-dimethyl-indol-1-yl)-ethylamino]-pyrimidin-4-yl}-2-ethoxybenzoic acid ClC=1C=C(C=C2C=C(N(C12)CCNC1=CC(=NC=N1)C1=CC(=C(C(=O)O)C=C1)OCC)C)C